C(C)(C)(C)NS(=O)(=O)C=1C=C(C=CC1)NC(C1=C(N=C(C=C1)C1(OC(OC1)(C)C)C)N1CCC2(CC2)CC1)=O N-(3-(N-(tert-butyl)sulfamoyl)phenyl)-2-(6-azaspiro[2.5]octan-6-yl)-6-(2,2,4-trimethyl-1,3-dioxolan-4-yl)nicotinamide